bromotert-butane 1,4,7,10-tetraazacyclododecane-1,4,7,10-tetraacetate N1(CCN(CCN(CCN(CC1)CC(=O)O)CC(=O)O)CC(=O)O)CC(=O)O.BrC(C)(C)C